BrC=1C=C(C=C(C1)Br)N1CC(C1)OC 1-(3,5-dibromophenyl)-3-methoxyazetidine